5-(2-chlorophenoxy)-3-(dimethylamino)-4H-benzo[e][1,2,4]thiadiazine 1,1-dioxide ClC1=C(OC2=CC=CC3=C2NC(=NS3(=O)=O)N(C)C)C=CC=C1